zinc sulfur phosphorus dicaprylate C(CCCCCCC)(=O)[O-].C(CCCCCCC)(=O)[O-].[P+3].[S+2].[Zn+2]